3-(5-chloro-2-methoxypyridin-3-yl)-3-methyl-6-(trifluoromethyl)-1H-pyrrolo[3,2-c]pyridin-2(3H)-one ClC=1C=C(C(=NC1)OC)C1(C(NC2=C1C=NC(=C2)C(F)(F)F)=O)C